C(CCCCCCCCCCCCC)N(C(OC(C)N1C(C=CC2=CC=C(C=C12)OCCCCN1CCN(CC1)C1=CC=CC=2SC=CC21)=O)=O)CCCCCCCCCCCCCC 1-(7-(4-(4-(benzo[b]thiophen-4-yl)piperazin-1-yl)butoxy)-2-oxoquinolin-1(2H)-yl)ethyl ditetradecylcarbamate